2-cyclopropyl-4-(4-{2-fluoro-4-[4-(hydroxymethyl)piperidin-1-yl]phenyl}piperidin-1-yl)benzonitrile C1(CC1)C1=C(C#N)C=CC(=C1)N1CCC(CC1)C1=C(C=C(C=C1)N1CCC(CC1)CO)F